C(C)(C)(C)C1=C(C=C(C=C1)NC([C@H](NC(CN1C(NCC1)=O)=O)C1=CC=C(C=C1)COC)=O)F (2R)-N-(4-tert-butyl-3-fluorophenyl)-2-(4-(methoxymethyl)phenyl)-2-(((2-oxoimidazolidin-1-yl)acetyl)amino)acetamide